3-bromo-1-(3-chloropyridin-2-yl)-N-(2-bromo-4-chloro-6-(isopropylcarbamoyl)phenyl)-N-methyl-1H-pyrazole-5-carboxamide BrC1=NN(C(=C1)C(=O)N(C)C1=C(C=C(C=C1C(NC(C)C)=O)Cl)Br)C1=NC=CC=C1Cl